1,3-butylene glycol monobehenate C(CCCCCCCCCCCCCCCCCCCCC)(=O)O.C(CC(C)O)O